FC1=CC=C(C(=O)NC2=CC(=CC=C2)CN2C(C3=CC=C(C=C3C=C2)C=2C(=NOC2)C)=O)C=C1 4-Fluoro-N-(3-((6-(3-methylisoxazol-4-yl)-1-oxoisoquinolin-2(1H)-yl)methyl)phenyl)benzamide